ClC1=C(C=CC=C1F)CC(=O)NC1=CC(=NC=C1)N(C(C)=O)C1=CC(=CC(=C1)F)C#N N-{4-[2-(2-chloro-3-fluorophenyl)acetylamino]pyridin-2-yl}-N-(3-cyano-5-fluorophenyl)acetamide